COC1=CC=C(C=C1)C1=C(C=CC=C1)P(C1=C(C=CC=C1)C1=CC=C(C=C1)OC)(C1=C(C=CC=C1)C1=CC=C(C=C1)OC)=O tris-(4-methoxyphenylphenyl)phosphine oxide